N-[4-(3-cyanophenyl)-5-(2,6-dimethyl-4-pyridinyl)thiazol-2-yl]-4-sulfamoyl-piperazine-1-carboxamide C(#N)C=1C=C(C=CC1)C=1N=C(SC1C1=CC(=NC(=C1)C)C)NC(=O)N1CCN(CC1)S(N)(=O)=O